5-Trifluoromethyl-furan-3-carboxylic acid [5-(1-methyl-2-oxo-1,2,3,4-tetrahydro-quinolin-6-yl)-pyridin-3-ylmethyl]-amide CN1C(CCC2=CC(=CC=C12)C=1C=C(C=NC1)CNC(=O)C1=COC(=C1)C(F)(F)F)=O